7-isobutyl-8-methyl-3-trityl-6,7,8,9-tetrahydrooxazolo[5,4-f]isoquinolin-2(3H)-one C(C(C)C)N1CC2=CC=C3C(=C2CC1C)OC(N3C(C3=CC=CC=C3)(C3=CC=CC=C3)C3=CC=CC=C3)=O